C1(CC1)N1N=C(C=C1)COC1=NC=CC(=C1)C1=NOC(=N1)C(F)(F)F 2-[(1-cyclopropyl-1H-pyrazol-3-yl)methoxy]-4-[5-(trifluoromethyl)-1,2,4-oxadiazol-3-yl]pyridine